C1(CCCCC1)[C@H](C(=O)N1CCN(CC1)C(C1=C(C=CC(=C1)CC1=NNC(C2=CC=CC=C12)=O)F)=O)NC(C1=C(C(=CC=C1)C1CN(CCC1)C(=O)C1CC1)F)=O N-[(1R)-1-cyclohexyl-2-[4-[2-fluoro-5-[(4-oxo-3H-phthalazin-1-yl)methyl]benzoyl]piperazin-1-yl]-2-oxo-ethyl]-3-[1-(cyclopropanecarbonyl)-3-piperidyl]-2-fluoro-benzamide